tert-butyl N-(5-((5-(methylsulfanyl)pyridin-2-yl)methoxy)-1,3,4-thiadiazol-2-yl)carbamate CSC=1C=CC(=NC1)COC1=NN=C(S1)NC(OC(C)(C)C)=O